methyl 2-[(1R)-1-[(2-amino-5-bromopyridin-3-yl)oxy]ethyl]-4-fluorobenzoate NC1=NC=C(C=C1O[C@H](C)C1=C(C(=O)OC)C=CC(=C1)F)Br